4-(bromomethyl)-5-chloro-3-(difluoromethyl)-1-ethyl-1H-pyrazole BrCC=1C(=NN(C1Cl)CC)C(F)F